OC1=C(C(N(C=C1)C)=O)NC(N[C@@H](CC(=O)OCC)C=1C=C(C(=CC1)C)C1=CC(=CC=C1)OC(F)(F)F)=O ethyl (S)-3-(3-(4-hydroxy-1-methyl-2-oxo-1,2-dihydropyridin-3-yl)ureido)-3-(6-methyl-3'-(trifluoromethoxy)biphenyl-3-yl)propanoate